2-chloro-4-((2',7'-dimethyl-6'-oxo-1',2',6',7'-tetrahydro-4'H-spiro[cyclopropane-1,3'-[1,4]oxazepino[2,3-c]quinolin]-10'-yl)amino)nicotinonitrile ClC1=C(C#N)C(=CC=N1)NC1=CC=2C3=C(C(N(C2C=C1)C)=O)OCC1(C(N3)C)CC1